O=C(CCC=O)CCC1=CC=CC=C1 4-oxo-6-phenylhexanal